[Na+].N[C@@H](CN(O)N=O)C(=O)[O-] Alanosine monosodium salt